tert-Butyl (3S,4R)-4-phenyl-3-{[4-(pyridin-3-yl)phenyl]carbamoyl}pyrrolidine-1-carboxylate C1(=CC=CC=C1)[C@H]1[C@@H](CN(C1)C(=O)OC(C)(C)C)C(NC1=CC=C(C=C1)C=1C=NC=CC1)=O